[NH3+][C@@H](C)C(=O)O Alanineium